FC=1C=CC2=C(CCO2)C1CNC1=NC=C(C=2N1C=C(N2)C#N)C=2C=NN(C2)C(C)C 5-(((5-fluoro-2,3-dihydrobenzofuran-4-yl)methyl)amino)-8-(1-isopropyl-1H-pyrazol-4-yl)imidazo[1,2-c]pyrimidine-2-carbonitrile